C(CCC)[Sn](CCCC)(Cl)Cl dibutyl-tin (iv) dichloride